ClC1=C(C=CC=C1)N1CCN(CC1)C1=NC(=NO1)C1=CC=C(C=C1)OC N-(2-chlorophenyl)-4-(3-(4-methoxyphenyl)-1,2,4-oxadiazol-5-yl)piperazine